methyl 4-(((2-nitrophenyl)sulfonyl)oxy)cyclohexane-1-carboxylate [N+](=O)([O-])C1=C(C=CC=C1)S(=O)(=O)OC1CCC(CC1)C(=O)OC